CC1=C(OC(C(=O)O)(C)C)C(=CC(=C1)CN1C(=NN(C1=O)C1=CC=CC=C1)C)C 2-(2,6-Dimethyl-4-((3-methyl-5-oxo-1-phenyl-1,5-dihydro-4H-1,2,4-triazol-4-yl)methyl)phenoxy)-2-methylpropanoic acid